4-methylbenzyl-Oxylithium CC1=CC=C(CO[Li])C=C1